(2-amino-3-(3-(4-(((2-fluoropyridin-4-yl)amino)methyl)benzyl)isoxazol-5-yl)pyridin-1-ium-1-yl)methyl hydrogen phosphate P(=O)(OC[N+]1=C(C(=CC=C1)C1=CC(=NO1)CC1=CC=C(C=C1)CNC1=CC(=NC=C1)F)N)(O)[O-]